C(C1=CC=CC=C1)C1=NC(=NC=C1)N1CCC2(C[C@H](CO2)NC[C@@H](COC2=C(C=CC=C2)S(=O)(=O)NC)O)CC1 ((S)-3-((R)-8-(4-benzylpyrimidin-2-yl)-1-oxa-8-azaspiro[4.5]dec-3-ylamino)-2-hydroxypropoxy)-N-methylbenzenesulfonamide